C(C)(C)(C)N1C=C(C=2C1=NC(=CC2)C(=O)N2CC(N(CC2)C2=NC(=C(C(=O)OC)C(=C2)C)C)CO)C2=CC(=C(C=C2)Cl)F methyl 6-(4-(1-(tert-butyl)-3-(4-chloro-3-fluorophenyl)-1H-pyrrolo[2,3-b]pyridine-6-carbonyl)-2-(hydroxymethyl)piperazin-1-yl)-2,4-dimethylnicotinate